4-chloro-2,5-difluorobenzenesulfonyl chloride ClC1=CC(=C(C=C1F)S(=O)(=O)Cl)F